1-N-[4-[6-carbamoyl-7-(3-morpholin-4-ylpropoxy)quinolin-4-yl]oxyphenyl]-1-N'-(4-fluorophenyl)cyclopropane-1,1-dicarboxamide C(N)(=O)C=1C=C2C(=CC=NC2=CC1OCCCN1CCOCC1)OC1=CC=C(C=C1)NC(=O)C1(CC1)C(=O)NC1=CC=C(C=C1)F